C(C1=C(C(=CC(=C1)CC)C(C)(C)C)O)C1=C(C(=CC(=C1)CC)C(C)(C)C)O methylenebis(4-ethyl-6-t-butylphenol)